COC(COCCOCCN1CCC2(CCN(CC2)C(=O)OC(C)(C)C)CC1)=O tert-butyl 9-(2-(2-(2-methoxy-2-oxoethoxy)ethoxy)ethyl)-3,9-diazaspiro[5.5]undecane-3-carboxylate